C(C)(C)OP(=O)(OC[C@]1(N2[C@H](C[C@H](C1=O)CC2)C)COC)N[C@@H](C(C)C)C(=O)OCC2=CC=CC=C2 benzyl (isopropoxy(((1S,2R,4R,6S)-2-(methoxymethyl)-6-methyl-3-oxoquinuclidin-2-yl)methoxy)phosphoryl)-L-valinate